OC(CCCCCCCCCCCCCCCC(=O)O)CCCCCCCCC 17-Hydroxy-hexacosanoic acid